N1=CN=CC=2C(=CC=CC12)C=O 5-QUINAZOLINECARBOXALDEHYDE